Racemic-1-(3,5-difluorophenyl)-3-(isoquinolin-4-yl)-5-oxoimidazoline-4-carbonitrile FC=1C=C(C=C(C1)F)N1CN([C@@H](C1=O)C#N)C1=CN=CC2=CC=CC=C12 |r|